4-(methylamino)-1,3,5-triazin CNC1=NC=NC=N1